FC=1C(=C(C=CC1F)[C@H]1[C@@H](O[C@](C1)(C(F)(F)F)C)C(=O)NC=1C(=NN(C1)S(=O)(=O)C)C)OC |o1:8,9,11| rel-(2r,3s,5r)-3-(3,4-difluoro-2-methoxyphenyl)-5-methyl-N-(3-methyl-1-(methylsulfonyl)-1H-pyrazol-4-yl)-5-(trifluoromethyl)tetrahydrofuran-2-carboxamide